(pyridin-4-yl)azetidine-1-carboxylic acid tert-butyl ester C(C)(C)(C)OC(=O)N1C(CC1)C1=CC=NC=C1